ethyl-morpholin-4-ium chloride [Cl-].C(C)[NH+]1CCOCC1